CN(C(C)C1=CC=C(C=C1)S(=O)(N)=NC(NC1=C2CCCC2=CC=2CCCC12)=O)C 4-(1-(Dimethylamino)ethyl)-N'-(1,2,3,5,6,7-hexahydro-s-indacen-4-ylcarbamoyl)-benzenesulfonimidamide